N-[2-[bis(carboxymethyl)amino]ethyl]-N-(2-hydroxyethyl)-glycine C(=O)(O)CN(CCN(CC(=O)O)CCO)CC(=O)O